FC=1C=C2NC(C=3N(C2=C(C1C=1C=CC=C2C(=NNC12)C)OC)C(=NN3)C)(C)C 7-Fluoro-9-methoxy-1,4,4-trimethyl-8-(3-methyl-1H-indazol-7-yl)-5H-[1,2,4]triazolo[4,3-a]quinoxaline